FC1=CC=CC=2N=COC21 7-fluorobenzo[d]oxazol